tert-Butyl 2-((2-chloro-3-(3'-chloro-5-(hydroxymethyl)-6-methoxy-[2,4'-bipyridin]-2'-yl)phenyl)carbamoyl)-1-methyl-1,4,6,7-tetrahydro-5H-imidazo[4,5-c]pyridine-5-carboxylate ClC1=C(C=CC=C1C1=NC=CC(=C1Cl)C1=NC(=C(C=C1)CO)OC)NC(=O)C=1N(C2=C(CN(CC2)C(=O)OC(C)(C)C)N1)C